5-(4-aminomethyl-3,5-dimethoxyphenoxy)pentanoic acid NCC1=C(C=C(OCCCCC(=O)O)C=C1OC)OC